BrC1=C(C=C(C=C1C)Cl)C 2-bromo-5-chloro-1,3-xylene